N-(4-methoxybenzyl)-1-(4-methoxyphenyl)methylamine COC1=CC=C(CNCC2=CC=C(C=C2)OC)C=C1